C(C)C=1OC=CC1 2-Ethyl-furane